C(C)(C)(C)N1CCN(CC1)C=1C=C(C=CC1)C1=NC(=CC(=C1O)C1=CC(=C(C=C1)N1C(SC=C1)=O)Cl)C 3-(4-(2-(3-(4-(tert-butyl)piperazin-1-yl)phenyl)-3-hydroxy-6-methylpyridin-4-yl)-2-chlorophenyl)thiazol-2(3H)-one